N[C@@H]1C2=CC=CC=C2CC12CCN(CC2)C=2C(=NC(=C(N2)C)C=2C(=NC=CC2)C(F)(F)F)C(=O)OCC (S)-ethyl 3-(1-amino-1,3-dihydrospiro[indene-2,4'-piperidin]-1'-yl)-5-methyl-6-(2-(trifluoromethyl)pyridin-3-yl)pyrazine-2-carboxylate